ClC1=C(C(=CC=C1)F)N1C=2N(C3=C(C1=O)C=NC(=N3)NC3=CC=C(C=C3)N3CCN(CCC3)C)CCN2 6-(2-chloro-6-fluorophenyl)-2-((4-(4-methyl-1,4-diazepan-1-yl)phenyl)amino)-8,9-dihydroimidazo[1,2-a]pyrimido[5,4-e]pyrimidin-5(6H)-one